4-amino-7-fluoro-N-(2-fluoro-4-(trifluoromethyl)benzyl)-N-((3S,4R)-3-methoxytetrahydro-2H-pyran-4-yl)imidazo[1,5-a]quinoxaline-8-carboxamide NC=1C=2N(C3=CC(=C(C=C3N1)F)C(=O)N([C@H]1[C@@H](COCC1)OC)CC1=C(C=C(C=C1)C(F)(F)F)F)C=NC2